CN(C1CN(CC1)C(=O)C=1C=C2C(=NNC2=CC1)C#CC1=C(C=CC=C1)OC(F)(F)F)C (3-(dimethylamino)pyrrolidin-1-yl)(3-((2-(trifluoromethoxy)phenyl)ethynyl)-1H-indazol-5-yl)methanone